FC1=C(C=CC(=C1F)C1=NOC(=N1)C(F)(F)F)CN(S(=O)(=O)C)CC N-[[2,3-difluoro-4-[5-(trifluoromethyl)-1,2,4-oxadiazol-3-yl]phenyl]methyl]-N-ethyl-methanesulfonamide